6-(trifluoromethyl)-6,7-dihydro-5H-pyrazolo[5,1-b][1,3]oxazine-3-sulfonimidamide FC(C1CN2C(OC1)=C(C=N2)S(=O)(N)=N)(F)F